FC(OC=1C=C(NC(=O)OC(C)(C)C)C=CC1)(F)F 3-trifluoromethoxy-N-Bocaniline